methyl-2-phenyl-aniline CNC1=C(C=CC=C1)C1=CC=CC=C1